N-[4-[2-isopropoxy-5-(trifluoromethyl)-3-pyridyl]-6-phenoxy-pyrimidin-2-yl]benzenesulfonamide C(C)(C)OC1=NC=C(C=C1C1=NC(=NC(=C1)OC1=CC=CC=C1)NS(=O)(=O)C1=CC=CC=C1)C(F)(F)F